N=1NNC=CC1 3H-triazine